FC=1C(=C(NC2=C(NC3=C2C(NCC3)=O)C3=C(C=NC=C3)OCC(C)(C)OC)C=C(C1)F)C 3-(3,5-difluoro-2-methylanilino)-2-[3-(2-methoxy-2-methylpropoxy)pyridin-4-yl]-1,5,6,7-tetrahydro-4H-pyrrolo[3,2-c]pyridin-4-one